dimyristylglyceramide C(CCCCCCCCCCCCC)C(C(C(=O)N)O)(O)CCCCCCCCCCCCCC